CC1=C(CI)C=CC=C1 2-methylbenzyl iodide